6-bromo-3,5-difluoropyridin-2-amine BrC1=C(C=C(C(=N1)N)F)F